(benzyloxy)-3-chloro-2-methoxypyridine C(C1=CC=CC=C1)OC1=C(C(=NC=C1)OC)Cl